5-Fluoro-2'-desoxyuridin-5'-monophosphat P(=O)(O)(O)OC[C@@H]1[C@H](C[C@@H](O1)N1C(=O)NC(=O)C(=C1)F)O